S1C=NC2=C1C=C(C=C2)C2=CC(=NN2C2=NC(=CC=C2)C)NCC2=CC(=NC=C2)C 5-(benzo[d]thiazol-6-yl)-1-(6-methylpyridin-2-yl)-N-((2-methylpyridin-4-yl)methyl)-1H-pyrazol-3-amine